2-Chloro-5-([(2,2,2-trifluoroacetyl)amino]methyl)benzoic acid ClC1=C(C(=O)O)C=C(C=C1)CNC(C(F)(F)F)=O